5-(4-fluorophenyl)-1,4,5,7-tetrahydropyrano[3,4-c]pyrazole-3-carboxylic acid ethyl ester C(C)OC(=O)C=1C2=C(NN1)COC(C2)C2=CC=C(C=C2)F